(E)-2-(3-cyclopropenylallyl)-6-methyl-1,3,6,2-dioxazaborocan-4,8-dione C1(=CC1)/C=C/CB1OC(CN(CC(O1)=O)C)=O